CN1CCC(CC1)N1N=CC(=C1)NC1=NC=C(C(=N1)NCCCN1C(COCCC1)=O)C#N 2-((1-(1-Methylpiperidin-4-yl)-1H-pyrazol-4-yl)amino)-4-((3-(3-oxo-1,4-oxazepan-4-yl)propyl)amino)pyrimidin-5-carbonitril